tert-butyl (1R,4R)-5-(5-((4-chloro-5-(trifluoromethyl)pyrimidin-2-yl)amino)-6-cyclopropylpyridin-2-yl)-2,5-diazabicyclo[2.2.1]heptane-2-carboxylate ClC1=NC(=NC=C1C(F)(F)F)NC=1C=CC(=NC1C1CC1)N1[C@H]2CN([C@@H](C1)C2)C(=O)OC(C)(C)C